8H,9H-pyrrolo[2,3-c]azocin-9-one N=1C=CC=2C1C(NCC=CC2)=O